FC=1C=C(C=2C=NNC2C1)C#N 6-fluoro-1H-indazole-4-carbonitrile